COC1=C(C=C(C=C1)O[C@@H]1CC[C@H](CC1)C(F)(F)F)[N+](=O)[O-] 1-Methoxy-2-nitro-4-(((trans)-4-(trifluoromethyl)cyclohexyl)-oxy)benzene